1-(4-butyl-2-methoxy-5-(methylsulfonyl)phenyl)propan-2-amine C(CCC)C1=CC(=C(C=C1S(=O)(=O)C)CC(C)N)OC